COC=1C=C(C=CC1)C12CN(CC2C1)C(=O)C1=CN(C2=C1C(N(C=C2C)C)=O)C 3-((1-(3-methoxyphenyl)-3-azabicyclo[3.1.0]hex-3-yl)carbonyl)-1,5,7-trimethyl-1,5-dihydro-4H-pyrrolo[3,2-c]pyridin-4-one